ClC1=CC=C(C(=N1)C(=O)NC=1C(=NC=C(C1)C(F)(F)F)NC)S(=O)(=O)CC 6-chloro-3-(ethylsulfonyl)-N-[2-(methylamino)-5-(trifluoromethyl)pyridin-3-yl]pyridine-2-carboxamide